3-(3-(Benzyloxy)-2,4-difluoro-5-(trifluoromethyl)phenyl)-6-bromo-3H-imidazo[4,5-c]pyridine C(C1=CC=CC=C1)OC=1C(=C(C=C(C1F)C(F)(F)F)N1C=NC2=C1C=NC(=C2)Br)F